BrC=1C=CC2=C(NC(=N2)CNC(OCC2=CC=CC=C2)=O)C1 benzyl ((6-bromo-1H-benzo[d]imidazol-2-yl)methyl)carbamate